1-acetyl-2-((6-(morpholine-4-carbonyl)-4-(naphthalen-1-yl)quinolin-2-yl)methylene)indolin-3-one C(C)(=O)N1C(C(C2=CC=CC=C12)=O)=CC1=NC2=CC=C(C=C2C(=C1)C1=CC=CC2=CC=CC=C12)C(=O)N1CCOCC1